C(C)(C)N1N=CC=2CC(CCC12)CCC(=O)OCC Ethyl 3-(1-isopropyl-4,5,6,7-tetrahydro-1H-indazol-5-yl)propanoate